C(=O)(O)[C@H](O)[C@@H](O)C(=O)O.C(C)N ethylamine L-tartrate